CC(C[C@H](CC(=O)O)NC)C (3R)-5-methyl-3-(methylamino)hexanoic acid